ANILINE-2-SULFONATE NC=1C(=CC=CC1)S(=O)(=O)[O-]